tris(6,8-tridecanedione) iron [Fe].CCCCCC(CC(CCCCC)=O)=O.CCCCCC(CC(CCCCC)=O)=O.CCCCCC(CC(CCCCC)=O)=O